(4-chlorophenyl)-2,2-difluoropropan-1-ol hydrochloride Cl.ClC1=CC=C(C=C1)C(C(C)(F)F)O